CN1CCC(CC1)N(C(=N)NC(=O)C1CCC1)C1=NC2=CC=CC=C2C(=N1)C N-(N-(1-methylpiperidin-4-yl)-N-(4-methylquinazolin-2-yl)carbamimidoyl)cyclobutanecarboxamide